5-chloro-2,3-dihydro-1-oxo-1H-indene-2-carboxylic acid methyl ester COC(=O)C1C(C2=CC=C(C=C2C1)Cl)=O